1-(6-(4-(6-hydroxy-1-naphthalenyl)-3-methyl-7-((2S)-3,3,3-trifluoro-2-hydroxypropyl)-5,6,7,8-tetrahydro-1,7-naphthyridin-2-yl)-2,6-diazaspiro[3.4]octan-2-yl)-2-propen-1-one OC=1C=C2C=CC=C(C2=CC1)C1=C(C(=NC=2CN(CCC12)C[C@@H](C(F)(F)F)O)N1CC2(CN(C2)C(C=C)=O)CC1)C